Cl.C(C1=CC=CC=C1)OC1=CC=C2CCNCC2=C1 7-benzyloxy-1,2,3,4-tetrahydroisoquinoline hydrochloride